CC1=C(C(=NC=C1)C1=CC=C2C=CC=NC2=C1)C=1C=NN(C1)CCC(C)C 7-{4-Methyl-3-[1-(3-methylbutyl)-1H-pyrazol-4-yl]pyridin-2-yl}chinolin